AZETIDINE-3-CARBOXALDEHYDE N1CC(C1)C=O